methyl 5'-methoxy-6-methyl-2'-vinyl-(4,4'-bipyridine)-3-carboxylate COC=1C(=CC(=NC1)C=C)C1=C(C=NC(=C1)C)C(=O)OC